N-(2,2-dichlorovinyl)salicylamide ClC(=CNC(C=1C(O)=CC=CC1)=O)Cl